(S)-N-((R)-1-(4-(1H-pyrazol-4-yl)phenyl)-3-(4-hydroxypiperidin-1-yl)propyl)-7-(1-methylcyclopropyl)-5,6,7,8-tetrahydrothiazolo[5,4-b]quinoline-2-carboxamide N1N=CC(=C1)C1=CC=C(C=C1)[C@@H](CCN1CCC(CC1)O)NC(=O)C=1SC2=NC=3CC[C@@H](CC3C=C2N1)C1(CC1)C